1-[(2S)-1-(dimethylamino)propan-2-yl]-4-[5-(1-ethyl-3-methyl-1H-pyrazol-5-yl)-4H-1,2,4-triazol-3-yl]-1H-indazole-6-carboxamide CN(C[C@H](C)N1N=CC2=C(C=C(C=C12)C(=O)N)C1=NN=C(N1)C1=CC(=NN1CC)C)C